CC=1C(=NC(=C(N1)C)C)C=1C=CC=C(C1C(=O)O)C(=O)O 3,5,6-trimethylpyrazine-2-phthalic acid